ClC=1C(=CC(=C(C1)C1=CC(=C(N1C)C)C(=O)O)C(=O)N1CC2=CC=CC=C2C[C@H]1CN1CCOCC1)OC(F)F 5-[5-chloro-4-(difluoromethoxy)-2-[(3S)-3-(morpholinomethyl)-3,4-dihydro-1H-isoquinoline-2-carbonyl]phenyl]-1,2-dimethyl-pyrrole-3-carboxylic acid